CC1(CC2(C3=CC=CC=C13)CC(C1=CC=CC=C12)(C)C)C 3,3,3',3'-tetramethyl-1,1'-spirobi-indan